ClC1=NC=C(C(=N1)NC=1C=C2C(=CC(N(C2=NC1)C)=O)NC(C)C=1N=CCCN1)Cl 6-((2,5-dichloropyrimidin-4-yl)amino)-4-((1-(4,5-dihydropyrimidin-2-yl)ethyl)amino)-1-methyl-1,8-naphthyridin-2(1H)-one